N-((5-(bis(4-methoxybenzyl)amino)-3-iodo-6-methyl-1-((2-(trimethylsilyl)ethoxy)methyl)-1H-pyrrolo[3,2-b]pyridin-2-yl)methyl)benzamide COC1=CC=C(CN(C2=C(C=C3C(=N2)C(=C(N3COCC[Si](C)(C)C)CNC(C3=CC=CC=C3)=O)I)C)CC3=CC=C(C=C3)OC)C=C1